3-((11-(4-(trifluoromethyl)phenyl)undecyl)thio)propyl hydrogen ((((R)-1-(6-amino-9H-purin-9-yl)propan-2-yl)oxy)methyl)phosphonate NC1=C2N=CN(C2=NC=N1)C[C@@H](C)OCP(OCCCSCCCCCCCCCCCC1=CC=C(C=C1)C(F)(F)F)(O)=O